N1CCC(CC1)C#CC1=NC=CC(=C1)C1=CN(C2=CN=CC=C21)C2CCOCC2 3-(2-(piperidin-4-ylethynyl)pyridin-4-yl)-1-(tetrahydro-2H-pyran-4-yl)-1H-pyrrolo[2,3-c]pyridine